C[C@H]1NCCC[C@H]1OC=1C=C2CN(C(C2=CC1)=O)N1C(CCCC1=O)=O (5-(((2r,3r)-2-methylpiperidin-3-yl)oxy)-1-oxoisoindolin-2-yl)piperidine-2,6-dione